benzyl-trans-aminomethyl-cyclohexanecarboxylic acid C(C1=CC=CC=C1)[C@H]1[C@@](CCCC1)(C(=O)O)CN